[C@@H]1([C@H](O)[C@H](O)[C@H](O1)C)N1C(N=C(C(=C1)F)NC(O)=O)=O [1-(5-deoxy-β-d-ribofuranosyl)-5-fluoro-1,2-dihydro-2-oxo-4-pyrimidinyl]-carbamic acid